ClC1=C(C=C(C=C1)F)CC(=O)NC1=CC(=C(C=C1)C=1C=NN(C1)C(F)F)S(N)(=O)=O 2-(2-chloro-5-fluorophenyl)-N-{4-[1-(difluoromethyl)-1H-Pyrazol-4-yl]-3-sulfamoylphenyl}acetamide